3-[hydroxy(oxido)phosphoranyl]pyruvic acid OP(CC(C(=O)O)=O)=O